6-amino-4-((2-(5-((2R,6S)-2,6-dimethylmorpholino)pyrimidin-2-yl)propan-2-yl)amino)-1-methylquinolin-2(1H)-one NC=1C=C2C(=CC(N(C2=CC1)C)=O)NC(C)(C)C1=NC=C(C=N1)N1C[C@H](O[C@H](C1)C)C